2-(3,5-Dihydro-2H-furo[2,3-f]indol-7-yl)ethan-1-amine O1CCC=2C1=CC=1C(=CNC1C2)CCN